OC(=CC=CC=CC(=O)O)C=CCCCCCCC(C(CCCCC)O)O 7,16,17-trihydroxy-docosatetraenoic acid